4-[ethoxy(methyl)phosphono]-L-homoalanine hydrochloride Cl.C(C)OOP(=O)(OC)CC[C@H](N)C(=O)O